NC=1NC(C2=C(N1)NC(=C2C2=C(C=CC=C2)F)C2=CC=C(C=C2)S(=O)(=O)N(C)C)=O 4-(2-amino-5-(2-fluorophenyl)-4-oxo-4,7-dihydro-3H-pyrrolo[2,3-d]pyrimidin-6-yl)-N,N-dimethylbenzenesulfonamide